4-fluoro-1-[3-(1H-imidazol-5-yl)propanoyl]-N-{phenyl[4-(propan-2-yl)phenyl]methyl}pyrrolidine-2-carboxamide FC1CC(N(C1)C(CCC1=CN=CN1)=O)C(=O)NC(C1=CC=C(C=C1)C(C)C)C1=CC=CC=C1